C(C)OC1=C(C=CC(=C1)C=1C=NN(C1)OC)NC1=C(N=NC=C1)C(=O)NC([2H])([2H])[2H] 4-((2-ethoxy-4-(1-methoxy-1H-pyrazol-4-yl)phenyl)amino)-N-(methyl-d3)pyridazine-3-carboxamide